ClC(=O)C=1C=CC(=C(C(=O)OC)C1)F methyl 5-(chlorocarbonyl)-2-fluorobenzoate